5-(1-Benzyl-1H-pyrazol-4-yl)-N-(pyridin-4-yl)-1H-indole-3-carboxamide C(C1=CC=CC=C1)N1N=CC(=C1)C=1C=C2C(=CNC2=CC1)C(=O)NC1=CC=NC=C1